[N-](S(=O)(=O)C(F)(F)F)S(=O)(=O)C(F)(F)F.[Na+] sodium bis(trifluoromethanesulfonyl)imide salt